O.ClC1=CC=C(C=C1)NC([C@H](C)C1CCC(CC1)C1=CC=NC2=CC=C(C=C12)F)=O (R)-N-(4-chlorophenyl)-2-((1S,4S)-4-(6-fluoroquinolin-4-yl)cyclohexyl)propanamide hydrate